3-(2-(1H-pyrazolo[3,4-b]pyridin-5-yl)ethynyl)-4-methyl-N-(4-((4-methylpiperazin-1-yl)methyl)-3-(trifluoromethyl)phenyl)benzamide dihydrochloride Cl.Cl.N1N=CC=2C1=NC=C(C2)C#CC=2C=C(C(=O)NC1=CC(=C(C=C1)CN1CCN(CC1)C)C(F)(F)F)C=CC2C